1-((S)-2-benzyl-7-(4-fluorobenzyl)-2,3-dihydro-1H-pyrido[2,3-b][1,4]oxazin-1-yl)-2-((2R,5R)-5-methyl-2-(((R)-3-methylmorpholino)methyl)piperazin-1-yl)ethan-1-one C(C1=CC=CC=C1)[C@@H]1N(C2=C(OC1)N=CC(=C2)CC2=CC=C(C=C2)F)C(CN2[C@H](CN[C@@H](C2)C)CN2[C@@H](COCC2)C)=O